(6S,7S)-6-(2,6-difluoro-4-((1-pentylazetidin-3-yl)thio)phenyl)-7-isobutyl-8-methyl-6,7,8,9-tetrahydro-3H-pyrazolo[3,4-H]Isoquinoline FC1=C(C(=CC(=C1)SC1CN(C1)CCCCC)F)[C@H]1[C@@H](N(CC=2C3=C(C=CC12)NN=C3)C)CC(C)C